4-((4-cyclopropyl-2-(N-methylmethanesulfonamido)phenyl)amino)-6-((4-fluorophenyl)amino)-N-methoxynicotinamide C1(CC1)C1=CC(=C(C=C1)NC1=CC(=NC=C1C(=O)NOC)NC1=CC=C(C=C1)F)N(S(=O)(=O)C)C